FC=1C=C(C=CC1)[C@@H]1N(CCC1)C=1C=CC=2N(N1)C(=CN2)C2=CC=CC(=N2)N2CCC(CC2)C#CC=2C=C1CN(C(C1=CC2)=O)C2C(NC(CC2)=O)=O 3-(5-((1-(6-(6-((R)-2-(3-fluorophenyl)pyrrolidin-1-yl)imidazo[1,2-b]pyridazin-3-yl)pyridin-2-yl)piperidin-4-yl)ethynyl)-1-oxoisoindolin-2-yl)piperidine-2,6-dione